C(C)NC1=C(C(=O)O)C=CC(=C1)N1C=CC=2C1=NC(=CN2)C=2C=CC1=CN(N=C1C2)C 2-(ethylamino)-4-(3-(2-methyl-2H-indazol-6-yl)-5H-pyrrolo[2,3-b]pyrazin-5-yl)benzoic acid